Methyl 4-bromo-2-fluoro-5-((2-methylallyl)oxy)benzoate BrC1=CC(=C(C(=O)OC)C=C1OCC(=C)C)F